(S)-1-tert-butyl 2-ethyl 5-oxo-1H-pyrrole-1,2(2H,5H)-dicarboxylate O=C1C=C[C@H](N1C(=O)OC(C)(C)C)C(=O)OCC